BrC1=CC(=C(C=C1)N1C(C=2N(CC1)N=C(C2)C(=O)O)=O)C 5-(4-bromo-2-methylphenyl)-4-oxo-4,5,6,7-tetrahydropyrazolo[1,5-a]pyrazine-2-carboxylic acid